FC=1C=C(C=CC1)N(C1CCN(CC1)CC=1C=CC(=NC1)OC1=CC=C(C=C1)S(=O)(=O)NCC(C)(C)O)C(=O)NC=1C=NC(=CC1)C 4-[(5-{[4-((3-fluorophenyl){[(6-methyl-3-pyridinyl)amino]carbonyl}amino)-1-piperidinyl]methyl}-2-pyridinyl)oxy]-N-(2-hydroxy-2-methylpropyl)benzenesulfonamide